{4-[(1-methylcyclobutyl) carbamoyl] piperidin-1-yl}-3-oxa-9-azabicyclo[3.3.1]nonane-9-carboxylate CC1(CCC1)NC(=O)C1CCN(CC1)C12COCC(CCC1)N2C(=O)[O-]